5-trifluoromethyl-2-pyridinamine FC(C=1C=CC(=NC1)N)(F)F